O=C1C=CN=C2N1C=C(C=C2C=C)C(=O)O 4-oxo-9-vinyl-pyrido[1,2-a]Pyrimidine-7-carboxylic acid